C(CCCCC#CCCCCC#CCCC)OC1OCCCC1 2-(hexadeca-6,12-diyn-1-yloxy)tetrahydro-2H-pyran